P(=O)(OCCCCCCCCCCCCCCCC(C)C)(OCCCCCCCCCCCCCCCC(C)C)OCCCCCCCCCCCCCCCC(C)C triisostearyl phosphate